COC1=CC(=C2C(=C1)OC3=C(C2=O)C=CC=C3O)O The molecule is a member of the class of xanthones that is 9H-xanthen-9-one substituted by hydroxy groups at bpositions 1 and 5 and a methoxy group at position 3. It has a role as a plant metabolite. It is a member of xanthones, a polyphenol and an aromatic ether.